2-[cyano-(5-fluoro-3-pyridinyl)amino]-N-(2,2-dimethylcyclobutyl)-5-methyl-thiazole-4-carboxamide C(#N)N(C=1SC(=C(N1)C(=O)NC1C(CC1)(C)C)C)C=1C=NC=C(C1)F